FC(OC1=C(C(=CC(=C1)C=1N(N=C2C=C(C=C(C12)C(F)F)C=1C=NN(C1)C[C@H](C)O)C)OC)C(=O)N1CC(C1)(C(F)(F)F)O)F [2-(difluoromethoxy)-4-[4-(difluoromethyl)-6-[1-[(2S)-2-hydroxypropyl]pyrazol-4-yl]-2-methylindazol-3-yl]-6-methoxyphenyl]-[3-hydroxy-3-(trifluoromethyl)azetidin-1-yl]methanone